4-(2-Hydroxypropan-2-yl)-N-((3-oxo-1,2,3,5,6,7-hexahydro-s-indacen-4-yl)carbamoyl)furan-2-sulfonamide tert-Butyl-3-iodo-2-vinyl-6,7-dihydropyrazolo[1,5-a]pyrazine-5(4H)-carboxylate C(C)(C)(C)OC(=O)N1CC=2N(CC1)N=C(C2I)C=C.OC(C)(C)C=2C=C(OC2)S(=O)(=O)NC(NC2=C1C(CCC1=CC=1CCCC21)=O)=O